4-(4-(difluoromethyl)phenyl)-N-(1-methylpiperidin-3-yl)phthalazin-1-amine FC(C1=CC=C(C=C1)C1=NN=C(C2=CC=CC=C12)NC1CN(CCC1)C)F